CC1(CCC1)C(=O)O methyl-cyclobutane-1-carboxylic acid